OC1=C(C=O)C(=CC(=C1O)OC)C=1C=NC=CC1 2,3-dihydroxy-4-methoxy-6-(pyridin-3-yl)benzaldehyde